NC=1C(=NC=C(C1)C1=CC(=CC=C1)CC(F)(F)F)C(=O)N1CCC(CC1)OC1CCN(CC1)CC(=O)N1CCN(CC1)C(=O)C=1C=C(CC2=NNC(C3=CC=CC=C23)=O)C=CC1F 4-(3-(4-(2-(4-((1-(3-amino-5-(3-(2,2,2-trifluoroethyl)phenyl)picolinoyl)piperidin-4-yl)oxy)piperidin-1-yl)acetyl)piperazine-1-carbonyl)-4-fluorobenzyl)phthalazin-1(2H)-one